C(C=C)(=O)N1C[C@@H](CCC1)NC1=C2C(=NC=C1C(=O)OCC)NC=C2 ethyl (R)-4-((1-acryloylpiperidin-3-yl)amino)-1H-pyrrolo[2,3-b]pyridine-5-carboxylate